ClC1=C(C=CC=C1)C=1N=NN(C1)CC1=CC=C(S1)C=1OC(=NN1)C(F)F 2-[5-[[4-(2-chlorophenyl)triazol-1-yl]methyl]thiophen-2-yl]-5-(difluoromethyl)-1,3,4-oxadiazole